COC1=C(C=CC(=C1)OC)CNC1=NC=CC(=C1F)I N-[(2,4-dimethoxyphenyl)methyl]-3-fluoro-4-iodopyridin-2-amine